COC(=O)N1[C@H](CCC2=C3C(=CC=C12)N(C(=N3)C[C@H](C(=O)O)C3=CC=CC=C3)C3CCC1(COC1)CC3)C (2S)-3-[(7S)-6-(methoxycarbonyl)-7-methyl-3-{2-oxaspiro[3.5]nonan-7-yl}-3H,6H,7H,8H,9H-imidazo[4,5-f]quinolin-2-yl]-2-phenylpropanoic acid